C(C=C)(=O)N1C[C@H]2N(C(C=3C=C(C(=C4C(=CN(C34)CC2)F)C2=CC=C(C=3SC(=C(C32)C#N)N)F)F)=O)CC1 (S)-4-((S)-10-Acryloyl-2,4-difluoro-14-oxo-8,8a,9,10,11,12-hexahydro-7H,14H-pyrazino[1',2':5,6][1,5]diazocino[3,2,1-hi]indol-3-yl)-2-amino-7-fluorobenzo[b]thiophene-3-carbonitrile